2-(4-methoxyphenoxy)-N-phenyl-N-tetrahydrothiophen-3-ylacetamide COC1=CC=C(OCC(=O)N(C2CSCC2)C2=CC=CC=C2)C=C1